1-methoxymethyl-2-(4-bromo-3-trifluoromethyl-1H-pyrazol-1-yl)benzimidazole COCN1C(=NC2=C1C=CC=C2)N2N=C(C(=C2)Br)C(F)(F)F